OC1CCC(C(C1)C(=O)OCC)C ethyl 5-hydroxy-2-methylcyclohexane-1-carboxylate